BrC1=NC=C(C(=C1)OC=1C(=NC(=NC1)N)NCCN1CCCC1)C(C)C 5-((2-bromo-5-isopropylpyridin-4-yl)oxy)-N4-(2-(pyrrolidin-1-yl)ethyl)pyrimidine-2,4-diamine